3-(1-phenyl-4-(2-(p-chlorobenzenesulfonyl)ethenyl)-1H-pyrazol-3-yl)piperidine C1(=CC=CC=C1)N1N=C(C(=C1)C=CS(=O)(=O)C1=CC=C(C=C1)Cl)C1CNCCC1